CC(C)(COP(=O)([O-])OP(=O)([O-])OC[C@@H]1[C@H]([C@H]([C@@H](O1)N2C=NC3=C(N=CN=C32)N)O)OP(=O)([O-])[O-])[C@H](C(=O)NCCC(=O)NCCSC(=O)C4=CC=CS4)O The molecule is an acyl-CoA(4-) that is the tetraanion of thiophene-2-carbonyl-CoA, arising from deprotonation of phosphate and diphosphate functions. It is a conjugate base of a thiophene-2-carbonyl-CoA.